(2R,3R,11bR)-3-(2,2-dimethylpropyl)-9-(3-methanesulfonylpropoxy)-10-methoxy-1H,2H,3H,4H,6H,7H,11bH-pyrido[2,1-a]isoquinolin-2-ol CC(C[C@H]1[C@@H](C[C@H]2N(CCC3=CC(=C(C=C23)OC)OCCCS(=O)(=O)C)C1)O)(C)C